N-{4-[(2S)-2,3-dihydro-1,4-benzodioxin-2-yl]benzyl}-N-methyl-1-(methylsulfonyl)piperidin-4-amine O1[C@H](COC2=C1C=CC=C2)C2=CC=C(CN(C1CCN(CC1)S(=O)(=O)C)C)C=C2